OC1=C(C=O)C=C(C=C1)CO 2-Hydroxy-5-hydroxymethylbenzaldehyde